magnesium bis(trifluoromethanesulfonimide) [N-](S(=O)(=O)C(F)(F)F)S(=O)(=O)C(F)(F)F.[N-](S(=O)(=O)C(F)(F)F)S(=O)(=O)C(F)(F)F.[Mg+2]